COC=1C=C(C=CC=2C(NC3=CC=CC=C3C2)=O)C=CC1OCCCCCCCCCCCC (3-methoxy-4-dodecoxystyryl)quinolone